4-(dimethylamino)-N-methylbutan-2-ynamide CN(CC#CC(=O)NC)C